trans-4-((5-fluoro-4-(3-morpholinophenyl)pyrimidin-2-yl)amino)cyclohexyl 4-(4-(4-((2,6-dioxopiperidin-3-yl)amino)-2-fluorophenyl)piperazin-1-yl)piperidine-1-carboxylate O=C1NC(CCC1NC1=CC(=C(C=C1)N1CCN(CC1)C1CCN(CC1)C(=O)O[C@@H]1CC[C@H](CC1)NC1=NC=C(C(=N1)C1=CC(=CC=C1)N1CCOCC1)F)F)=O